COCCC1(CCCCC1)CNS(=O)(=O)C1=CC=C(C=C1)OC(F)(F)F N-((1-(2-methoxyethyl)cyclohexyl)methyl)-4-(trifluoromethoxy)benzenesulfonamide